FC=1C(=CC=C2C=NNC12)C(C(=O)N)=C (7-fluoro-1H-indazol-6-yl)acrylamide